6-methyl-lysine CC(CCC[C@H](N)C(=O)O)N